C(C)(C)(C)C1=CC(=NO1)C(=O)NC1=CC(=C(C=C1)C)N1N=CC(=C1)C=1C=NC=C(C1)N1CCN(CC1)C 5-(tert-butyl)-N-(4-methyl-3-(4-(5-(4-methylpiperazin-1-yl)pyridin-3-yl)-1H-pyrazol-1-yl)phenyl)isoxazole-3-carboxamide